ClC1=CC=CC2=C1C(CO2)NC(=O)[C@H]2N(C[C@@H](C2)O)C([C@@H](C(C)(C)C)N2N=NC(=C2)C2CC2)=O (2S,4R)-N-(4-chloro-2,3-dihydrobenzofuran-3-yl)-1-[(2R)-2-(4-cyclopropyltriazol-1-yl)-3,3-dimethyl-butanoyl]-4-hydroxy-pyrrolidine-2-carboxamide